[Si](C)(C)(C(C)(C)C)C#CC1=CC=C2C=NN(C2=C1NS(=O)(=O)C=1C=NN(C1)C1=CC(=NC=C1)C(F)(F)F)C N-{6-[2-(tert-butyldimethylsilyl)ethynyl]-1-methylindazol-7-yl}-1-[2-(trifluoromethyl)pyridin-4-yl]pyrazole-4-sulfonamide